FC(CCC(=C)CO)(F)C=1NN=C2C1CN(CC2)C(=O)OC(C)(C)C tert-butyl 3-(1,1-difluoro-4-(hydroxymethyl)pent-4-en-1-yl)-6,7-dihydro-2H-pyrazolo[4,3-c]pyridine-5(4H)-carboxylate